(2S,4R)-N-(2-(4-(1,3-dioxolan-2-yl)butoxy)-4-(4-methylthiazol-5-yl)benzyl)-1-((S)-2-(1-fluorocyclopropane-1-carboxamido)-3,3-dimethylbutanoyl)-4-hydroxypyrrolidine-2-carboxamide O1C(OCC1)CCCCOC1=C(CNC(=O)[C@H]2N(C[C@@H](C2)O)C([C@H](C(C)(C)C)NC(=O)C2(CC2)F)=O)C=CC(=C1)C1=C(N=CS1)C